N-((R)-1-(((2R,5R)-1-(2-(6-(4-fluorobenzyl)-3,3-dimethyl-5-oxo-2,3,4,5-tetrahydro-1H-pyrrolo[3,2-b]pyridin-1-yl)-2-oxoethyl)-5-methylpiperazin-2-yl)methyl)piperidin-3-yl)acetamide FC1=CC=C(CC2=CC3=C(NC2=O)C(CN3C(CN3[C@H](CN[C@@H](C3)C)CN3C[C@@H](CCC3)NC(C)=O)=O)(C)C)C=C1